FC1=CC=C(C=C1)NC(=O)C1(CC1)C(=O)NC1=CC=C(C=C1)OC1=CC=NC2=CC(=CC=C12)C(NOC1COC1)=O 1-N'-(4-fluorophenyl)-1-N-[4-[7-(oxetan-3-yloxycarbamoyl)quinolin-4-yl]oxyphenyl]cyclopropane-1,1-dicarboxamide